3,3,5-trimethyl-5-isocyanatomethyl-cyclohexan CC1(CCCC(C1)(CN=C=O)C)C